(S)-2-(2-Acetyloxazol-4-carboxamido)-N1-(1-(2-(bicyclo[1.1.1]pentan-1-ylamino)-2-oxoethyl)-2-oxo-1,2-dihydropyridin-3-yl)-N6-ethyl-5-oxohexandiamid C(C)(=O)C=1OC=C(N1)C(=O)N[C@H](C(=O)NC=1C(N(C=CC1)CC(=O)NC12CC(C1)C2)=O)CCC(C(=O)NCC)=O